pyrido[3,2-d]pyrimidin-4-amine hydrochloride Cl.N1=CN=C(C2=C1C=CC=N2)N